4-Nitroquinoline-oxide [N+](=O)([O-])C1=CC=[N+](C2=CC=CC=C12)[O-]